ClC=1C(=NN(C1C(=O)[C@](N)(CC(C)C)C(=O)N[C@@H](C[C@H]1C(NCC1)=O)C#N)CC)C 2-[(4-chloro-1-ethyl-3-methyl-1H-pyrazol-5-yl)carbonyl]-N-{(1S)-1-cyano-2-[(3S)-2-oxopyrrolidin-3-yl]Ethyl}-L-leucinoamide